C(C)N1C[C@@H](NCC1)C (S)-1-ethyl-3-methylpiperazine